4-(2-(tetrahydrofuran-2-yl)ethyl)benzene-1,3-diol O1C(CCC1)CCC1=C(C=C(C=C1)O)O